6-((2-(3-((3-amino-6-methoxypyridin-2-yl)(tert-butoxycarbonyl)amino)propyl)-4-fluorophenyl)amino)-2-fluoro-3-(trifluoromethyl)benzoic acid NC=1C(=NC(=CC1)OC)N(CCCC1=C(C=CC(=C1)F)NC1=CC=C(C(=C1C(=O)O)F)C(F)(F)F)C(=O)OC(C)(C)C